C(C)C1=C(NC2=C1N=C(N=C2)C2CCN(CC2)C2CCN(CC2)C(C)C)C2=C1C(=NC=C2)NN=C1 4-(7-ethyl-2-(1'-isopropyl-[1,4'-bipiperidin]-4-yl)-5H-pyrrolo[3,2-d]pyrimidin-6-yl)-1H-pyrazolo[3,4-b]pyridine